Cl.N1C[C@H](CCC1)NC1=CC=CC(=N1)S(=O)(=O)NC1=NC(=C(C=C1)C(F)(F)F)C1=C(C=CC=C1)C (S)-6-(piperidin-3-ylamino)-N-(6-(o-tolyl)-5-(trifluoromethyl)pyridin-2-yl)pyridine-2-sulfonamide hydrochloride